2-isopropyl-3-oxo-1,2,3,4-tetrahydroisoquinoline-6-sulfonyl chloride C(C)(C)N1CC2=CC=C(C=C2CC1=O)S(=O)(=O)Cl